(2,4-Dimethoxybenzyl)-3-ethyl-4-methoxypyrazolo[1,5-c]pyrimidin-5-amine COC1=C(CC2=NN3C=NC(=C(C3=C2CC)OC)N)C=CC(=C1)OC